C(CCCCC)N(C(CCCN(C(CCCCCC(=O)OCC(CCCCCC)CCCC)CCCCCC(=O)OCC(CCCCCC)CCCC)CCCN(C)C)=O)CCCCCC BIS(2-BUTYLOCTYL) 7-((4-(DIHEXYLAMINO)-4-OXOBUTYL)(3-(DIMETHYLAMINO)PROPYL)AMINO)TRIDECANEDIOATE